bis[4-(di(4-(2-hydroxyethyl)phenyl)sulfonio)-phenyl]sulfide OCCC1=CC=C(C=C1)[S+](C1=CC=C(C=C1)SC1=CC=C(C=C1)[S+](C1=CC=C(C=C1)CCO)C1=CC=C(C=C1)CCO)C1=CC=C(C=C1)CCO